tert-butyl N-{4-[4-chloro-6-(morpholin-4-yl)pyridin-2-yl]but-3-yn-2-yl}-N-methylcarbamate ClC1=CC(=NC(=C1)N1CCOCC1)C#CC(C)N(C(OC(C)(C)C)=O)C